N-[5-(4-carbamoyl-3-fluorophenyl)-4-fluoro-2-[rac-(3R,5S)-3,4,5-trimethylpiperazin-1-yl]phenyl]-1-methyl-6-oxo-4-(trifluoromethyl)pyridine-3-carboxamide C(N)(=O)C1=C(C=C(C=C1)C=1C(=CC(=C(C1)NC(=O)C1=CN(C(C=C1C(F)(F)F)=O)C)N1C[C@H](N([C@H](C1)C)C)C)F)F |r|